C(C1=CC=CC=C1)OC1=NC(=CC=C1C1=NN(C2=CC(=CC=C12)[C@H]1C[C@@H](N(CC1)C(=O)OC(C)(C)C)C)C)OCC1=CC=CC=C1 tert-butyl (2S,4R)-4-[3-(2,6-dibenzyloxy-3-pyridyl)-1-methyl-indazol-6-yl]-2-methyl-piperidine-1-carboxylate